4-((1-hydroxy-2-methylpropan-2-yl)sulfonyl)-2-(6-azaspiro[2.5]octan-6-yl)benzamide OCC(C)(C)S(=O)(=O)C1=CC(=C(C(=O)N)C=C1)N1CCC2(CC2)CC1